CC(=CCC1=C(C=CC2=C1OC[C@H](C2=O)C3=C(C(=C(C=C3)O)CC=C(C)C)OC)O)C The molecule is a hydroxyisoflavanone that is isoflavanone substituted by hydroxy groups at positions 7 and 4', a methoxy group at position 2' and prenyl groups at positions 8 and 3'. Isolated from the roots of Lespedeza floribunda, it acts as a melanin synthesis inhibitor. It has a role as a metabolite and a melanin synthesis inhibitor. It is a hydroxyisoflavanone and a methoxyisoflavanone.